(R)-1-((3aR,5S,6S,6aR)-6-(benzyloxy)-5-((benzyloxy)methyl)-2,2-dimethyltetrahydrofuro[2,3-d][1,3]dioxol-5-yl)-2,2,2-trifluoroethan-1-ol C(C1=CC=CC=C1)O[C@@H]1[C@](O[C@@H]2OC(O[C@@H]21)(C)C)(COCC2=CC=CC=C2)[C@H](C(F)(F)F)O